C1[C@H]([C@@H]2[C@H](O1)[C@H](CO2)O)O 1,6-dianhydrosorbitol